C(#N)C1=CC=C(C2=CC=CC=C12)NC(C(C)(C)N1N=CC(=C1)C1CCN(CC1)C1CN(C1)C(=O)OC(C)(C)C)=O tert-butyl 3-(4-(1-(1-((4-cyanonaphthalen-1-yl)amino)-2-methyl-1-oxopropan-2-yl)-1H-pyrazol-4-yl)piperidin-1-yl)azetidine-1-carboxylate